C(C=1C(C(=O)OCCCCCCCCCC)=CC(C(=O)OCCCCCCCCCC)=CC1)(=O)OCCCCCCCCCC tri-normal decyl trimellitate